tert-butyl ((S)-(7-((R)-(((R)-2-amino-2-cyclopropylethyl)amino)(cyclopropyl)methyl)imidazo[1,2-b]pyridazin-2-yl)(4,4-difluorocyclohexyl)methyl)carbamate N[C@@H](CN[C@@H](C1=CC=2N(N=C1)C=C(N2)[C@H](C2CCC(CC2)(F)F)NC(OC(C)(C)C)=O)C2CC2)C2CC2